2-(4-Piperidyl)ethyl 1-(2,6-dioxo-3-piperidyl)-3-methyl-2-oxo-benzimidazole-5-carboxylate O=C1NC(CCC1N1C(N(C2=C1C=CC(=C2)C(=O)OCCC2CCNCC2)C)=O)=O